C(C)(C)N1N=C(C=C1)CS(=O)(=O)C1=CC=CC=C1 1-isopropyl-3-((phenylsulfonyl)methyl)-1H-pyrazole